ethyl 2-(3-iodopropylsulfanyl)acetate ICCCSCC(=O)OCC